(1r*,3s*)-methyl 3-(2-(2-methyl-1,3-dioxolan-2-yl)ethyl)cyclobutanecarboxylate CC1(OCCO1)CCC1CC(C1)C(=O)OC